FC1=CC(=C(C=C1F)C1=NC=CC2=C1CN(C2=O)C2=CC=C(C=C2)C(C)(C)O)OCC(F)(F)F 4-[4,5-difluoro-2-(2,2,2-trifluoroethoxy)phenyl]-2-[4-(2-hydroxypropan-2-yl)phenyl]-2,3-dihydro-1H-pyrrolo[3,4-c]pyridin-1-one